C(C)(C)(C)OC(=O)N1[C@@H](C[C@H](C1)F)CCNS(=O)(=O)C1=CC=CC=C1 (2R,4R)-4-fluoro-2-(2-(phenylsulfonamido)ethyl)pyrrolidine-1-carboxylic acid tert-butyl ester